BrC1=CC=C(C=C1)[C@]12CN(C[C@@H]2C1)C1CCOCC1 (1S,5R)-1-(4-bromophenyl)-3-(tetrahydro-2H-pyran-4-yl)-3-azabicyclo[3.1.0]hexane